(4,5,6,7-tetrahydrobenzo[d]thiazol-2-yl)methylamine S1C(=NC2=C1CCCC2)CN